N-ethyl-3-[[2-(4-methylsulfanylphenyl)imidazo[1,2-a]pyrazin-3-yl]amino]benzamide C(C)NC(C1=CC(=CC=C1)NC1=C(N=C2N1C=CN=C2)C2=CC=C(C=C2)SC)=O